2-(2-(1-(Cyclopropylsulfonyl)-1H-pyrazol-4-yl)pyrimidin-4-yl)-5-(5-(difluoromethoxy)pyrazin-2-yl)-N4-((1s,4s)-4-((dimethylamino)methyl)cyclohexyl)pyridine-2,4-diamine C1(CC1)S(=O)(=O)N1N=CC(=C1)C1=NC=CC(=N1)C1(NC=C(C(=C1)NC1CCC(CC1)CN(C)C)C1=NC=C(N=C1)OC(F)F)N